C(=O)(O)CN(CCCC[C@H](N)C(=O)O)C1=C(C(=CC(=C1)C1OC2=CC(=CC(=C2CC1O)O)O)O)O N6-(carboxymethyl)-N6-(2,3-dihydroxy-5-(3,5,7-trihydroxychroman-2-yl)phenyl)-L-lysine